C(C)(C)(C)OC(=O)N[C@@H](CCC(NCCCCNC(=O)OC(C)(C)C)=O)C(=O)[O-] (tert-butoxycarbonyl)-N5-(4-((tert-butoxycarbonyl)amino)butyl)-L-glutaminate